2-Oxo-1H-quinoline-6-carboxylic acid methyl ester COC(=O)C=1C=C2C=CC(NC2=CC1)=O